O1C(=C(C=C1)C(=O)O)C(=O)O.NCCCCCCCCCCN decamethylenediamine furandicarboxylic acid salt